ClC1=C(C=C2C(C(CCC2)=CC2=C(C=C(C=C2)N(C)C)Cl)=O)C=CC(=C1)N(C)C 2,6-bis[2-chloro-4-(dimethylamino)benzylidene]cyclohexan-1-one